7-fluoro-6-methyl-2H-chromene-3-carboxylic acid FC1=C(C=C2C=C(COC2=C1)C(=O)O)C